NC=1C2=C(N=C(N1)Cl)N(C=C2Br)[C@H]2[C@@H]([C@@H]([C@H](C2)C2=CC(=CC(=C2)OC)OC)O)O (1R,2S,3R,5R)-3-{4-amino-5-bromo-2-chloropyrrolo[2,3-d]pyrimidin-7-yl}-5-(3,5-dimethoxyphenyl)cyclopentane-1,2-diol